CC1=NC=CC=C1CN1C(C=CC(=C1)C1=NC(=NO1)C=1C=C(C=CC1)C)=O 1-((2-methylpyridin-3-yl)methyl)-5-(3-(m-tolyl)-1,2,4-oxadiazol-5-yl)pyridin-2(1H)-one